2,4-dihydroxy-3-(hydroxymethyl)pentaneN OC(=C)C(C(C)O)CO